3-(6-chloro-2H-benzopyran-3-yl)-5-(3,5-dinitrophenyl)-1,2,4-oxadiazole ClC=1C=CC2=C(C=C(CO2)C2=NOC(=N2)C2=CC(=CC(=C2)[N+](=O)[O-])[N+](=O)[O-])C1